OCC(=O)N1C[C@@H](CC1)N1C(N([C@@H](C1)C#N)C1=CN=CC2=CC=CC=C12)=O (S)-1-((R)-1-(2-hydroxyacetyl)pyrrolidin-3-yl)-3-(isoquinolin-4-yl)-2-oxoimidazoline-4-carbonitrile